FC=1C=C(O[C@@H]2C[C@@]3([C@@H](CN(C3)C[C@@H](O)C=3C=C4CCC(NC4=CC3)=O)C2)O)C=CC1 6-((S)-2-((3aS,5S,6aR)-5-(3-fluorophenoxy)-3a-hydroxyhexahydrocyclopenta[c]pyrrol-2(1H)-yl)-1-hydroxyethyl)-3,4-dihydroquinolin-2(1H)-one